ethyl 3,4-diphenyl-2-naphthalate C1(=CC=CC=C1)C=1C(=CC2=CC=CC=C2C1C1=CC=CC=C1)C(=O)OCC